CC1(CN(CC1)CCNC(=O)C1=CC(=C(S1)NC(=O)C=1C=NN2C1SC(=C2)C=2C=NN(C2)C)C)C N-(5-((2-(3,3-dimethylpyrrolidin-1-yl)ethyl)carbamoyl)-3-methylthiophen-2-yl)-2-(1-methyl-1H-pyrazol-4-yl)pyrazolo[5,1-b]thiazole-7-carboxamide